NC=1C=C(C(=O)N=[N+]=[N-])C=CC1O 3-amino-4-hydroxybenzoic acid, azide